2,6-dichloro-8-fluoroquinoline-3-carboxylic acid ethyl ester C(C)OC(=O)C=1C(=NC2=C(C=C(C=C2C1)Cl)F)Cl